7-chloro-3-(5-cyclopropyl-4-(1H-imidazol-4-yl)isoxazol-3-yl)-1-isopropyl-1H-pyrazolo[4,3-c]pyridin-4-amine ClC=1C2=C(C(=NC1)N)C(=NN2C(C)C)C2=NOC(=C2C=2N=CNC2)C2CC2